C1(CC1)C1=CC=C2C(=N1)NC=C2C=2C=CC=1N(C2)C(=CN1)C(=O)N(C)CC(F)F 6-(6-cyclopropyl-1H-pyrrolo[2,3-b]pyridin-3-yl)-N-(2,2-difluoroethyl)-N-methylimidazo[1,2-a]pyridine-3-carboxamide